C1(=CC=CC=C1)S(=O)(=O)NC1=CC=C(C(=O)NC2=CC3=C(OC4(CCCC4)O3)C=C2)C=C1 4-(phenylsulfonamido)-N-(spiro[benzo[d][1,3]dioxole-2,1'-cyclopentan]-5-yl)benzamide